[I-].[I-].C[N+]1=CSC2=C1C=CC=C2.C[N+]2=CSC1=C2C=CC=C1 3-methylbenzothiazole-3-ium diiodide